(S)-1-(2-((R)-3-(benzo[b]thiophen-7-ylamino)pyrrolidin-1-yl)acetyl)pyrrolidine-2-carbonitrile S1C2=C(C=C1)C=CC=C2N[C@H]2CN(CC2)CC(=O)N2[C@@H](CCC2)C#N